C(C)(C)C1=C(NC2=CC=C(C=C12)C1CCN(CC1)C1COC1)C1=CC=2N(C=C1)N=NC2 5-(3-isopropyl-5-(1-(oxetan-3-yl)piperidin-4-yl)-1H-indol-2-yl)-[1,2,3]triazolo[1,5-a]pyridine